COC(N(CC)CC)=O N,N-diethylcarbamic acid methyl ester